CC1=COC2=C1C=C(C=C2)S(NCCC2CCOCC2)(=O)=O 3-methyl-5-(N-(2-(tetrahydro-2H-pyran-4-yl)ethyl)sulfamoyl)benzofuran